2,5-dihydroxynaphthyl-9,10-dihydro-9-oxa-10-phosphaphenanthrene-10-oxide OC1=C(C2=CC=CC(=C2C=C1)O)C1=CC=CC=2C3=CC=CC=C3OP(C12)=O